[2-hydroxy-1-(hydroxymethyl)ethyl]-acetamide OCC(CO)CC(=O)N